10,10-dimethyl-9-oxo-4-[2-phenyl-5-(trifluoromethyl)-1,3-oxazole-4-carbonyl]-1-oxa-4-azaspiro[5.5]undec-7-ene-8-carbonitrile CC1(C(C(=CC2(CN(CCO2)C(=O)C=2N=C(OC2C(F)(F)F)C2=CC=CC=C2)C1)C#N)=O)C